N-(3-aminopropyl)-3-(5-(4-chloro-3-fluorophenyl)-1H-imidazol-2-yl)-1H-indazole-5-carboxamide NCCCNC(=O)C=1C=C2C(=NNC2=CC1)C=1NC(=CN1)C1=CC(=C(C=C1)Cl)F